COC=1C=C(OCC(=O)C2=CC=C(C=C2)C2=NOC(=N2)C(F)(F)F)C=CC1 2-(3-methoxyphenoxy)-1-(4-(5-(trifluoromethyl)-1,2,4-oxadiazol-3-yl)phenyl)ethan-1-one